(R)-5-amino-3-(3-amino-3H-spiro[benzofuran-2,4'-piperidine]-1'-yl)pyrazine-2-carboxylic acid methyl ester COC(=O)C1=NC=C(N=C1N1CCC2(CC1)OC1=C([C@H]2N)C=CC=C1)N